C(C)(=O)NC(CC(=O)O)C1=CC=C(C=C1)[N+](=O)[O-] 3-acetylamino-3-(4-nitrophenyl)propionic acid